methyl (R)-3-((1-((tert-butoxycarbonyl)amino)butan-2-yl)oxy)-8-fluoro-2-naphthoate C(C)(C)(C)OC(=O)NC[C@@H](CC)OC=1C(=CC2=C(C=CC=C2C1)F)C(=O)OC